[C@H]12COC[C@@H]2C1NC(=O)C1=CC(=NN1[C@@H](C)C1=CC=C(C=C1)C)C(=O)NC N5-((1R,5S,6r)-3-Oxabicyclo[3.1.0]hexan-6-yl)-N3-methyl-1-((S)-1-(p-tolyl)ethyl)-1H-pyrazole-3,5-dicarboxamide